(3-butenyl) (1,1-dimethyl-2-propynyl) ethylphosphonate C(C)P(OCCC=C)(OC(C#C)(C)C)=O